(2S)-methyl 2-(4-cyclopentyl-1-(4-methoxy-1H-indole-2-carbonyl)pyrrolidine-2-carboxamido)-3-((S)-2-oxopiperidin-3-yl)propanoate C1(CCCC1)C1CC(N(C1)C(=O)C=1NC2=CC=CC(=C2C1)OC)C(=O)N[C@H](C(=O)OC)C[C@H]1C(NCCC1)=O